C(C)(C)(C)OC(NC1=CC(=CC=C1)C1=NN(C(C2=CC=CC=C12)=O)C)=O (3-(3-methyl-4-oxo-3,4-dihydrophthalazin-1-yl)phenyl)carbamic acid tert-butyl ester